C(/C#CC#CC)=C\1/OC2(C=C1)OCCC2 (2Z)-2-hexa-2,4-diynylidene-1,6-dioxaspiro[4.4]non-3-ene